2-[3-(7-methyl-2,7-diazaspiro[3.5]non-2-yl)-1,2,4-triazin-6-yl]-5-(1,2,4-thiadiazol-5-yl)phenol CN1CCC2(CN(C2)C=2N=NC(=CN2)C2=C(C=C(C=C2)C2=NC=NS2)O)CC1